C(C)(C)(C)OC(=O)N1CCC(CC1)CC1=C2C=NN(C2=CC(=C1)Cl)C1OCCCC1 4-((6-chloro-1-(tetrahydro-2H-pyran-2-yl)-1H-indazol-4-yl)methyl)piperidine-1-carboxylic acid tert-butyl ester